C1=NC=CC=2NC=3C=C(C=CC3C21)C=2C=CC(=NC2)CCCOCCN2CCN(CC2)CCCCCOC=2C=C1C(N(C(C1=CC2)=O)C2C(NC(CC2)=O)=O)=O 5-((5-(4-(2-(3-(5-(5H-pyrido[4,3-b]indol-7-yl)pyridin-2-yl)propoxy)ethyl)piperazin-1-yl)pentyl)oxy)-2-(2,6-dioxopiperidin-3-yl)isoindoline-1,3-dione